tert-Butyl 4-(4-(ethylsulfonyl)phenyl)-3,6-dihydropyridine-1(2H)-carboxylate C(C)S(=O)(=O)C1=CC=C(C=C1)C=1CCN(CC1)C(=O)OC(C)(C)C